OC(CCCCCCCCCCC(=O)O)CCC(CCCC)O 12,15-Dihydroxynonadecanoic acid